4-(2-(4,6-bis(2-pyridyl)-1,3,5-triazinyl)phenyl)-3,6-di-t-butylcarbazole N1=C(C=CC=C1)C1=NC(=NC(=N1)C1=NC=CC=C1)C1=C(C=CC=C1)C1=C(C=CC=2NC3=CC=C(C=C3C12)C(C)(C)C)C(C)(C)C